COC(=O)C1=C(C=CC(=N1)N1CC(N(CC1)C(=O)OC(C)(C)C)(C)C)C tert-butyl 4-(6-(methoxycarbonyl)-5-methylpyridin-2-yl)-2,2-dimethylpiperazine-1-carboxylate